N-(5-(4-chlorophenoxy)pyridin-2-yl)-4-(((1S,2S)-2-(dimethylamino)cyclohexyl)oxy)-2-fluorobenzenesulfonamide ClC1=CC=C(OC=2C=CC(=NC2)NS(=O)(=O)C2=C(C=C(C=C2)O[C@@H]2[C@H](CCCC2)N(C)C)F)C=C1